(3-chloro-8-((1s,2r)-2-isopropylcyclopropyl)imidazo[1,2-b]pyridazin-6-yl)pyrimidine-2,4(1h,3h)-dione ClC1=CN=C2N1N=C(C=C2[C@@H]2[C@H](C2)C(C)C)N2C(NC(C=C2)=O)=O